N-[4-(9-phenyl-9H-carbazol-3-yl)phenyl]-1,1'-biphenyl-4-amine C1(=CC=CC=C1)N1C2=CC=CC=C2C=2C=C(C=CC12)C1=CC=C(C=C1)NC1=CC=C(C=C1)C1=CC=CC=C1